NC=1C=C(OC2=CC=C(C=C2)C(C)(C(=O)CC)C2=CC=C(C=C2)OC2=CC(=CC=C2)N)C=CC1 2,2-bis[4-(3-aminophenoxy)phenyl]propione